FC1=CC=2N(C=C1NC(=O)N1CCC=3C1=NC(=CC3N3C[C@@H](N(CC3)C(=O)OC(C)(C)C)C)C(F)(F)F)C=C(N2)C tert-butyl (S)-4-(1-((7-fluoro-2-methylimidazo[1,2-a]pyridin-6-yl)carbamoyl)-6-(trifluoromethyl)-2,3-dihydro-1H-pyrrolo[2,3-b]pyridin-4-yl)-2-methylpiperazine-1-carboxylate